C(CCC)C1=C(C(=CC=C1)CCCC)O 2,6-bis(butyl)phenol